OC=1C(=C(C(=CC1)C)C1=C(C2=C(N=C1)NC(=C2)N2N=CN=C2)C#N)C (S)-5-(3-hydroxy-2,6-dimethylphenyl)-2-(1H-1,2,4-triazol-1-yl)-1H-pyrrolo[2,3-b]pyridine-4-carbonitrile